(rac)-1-(amino(2-fluoro-4-(trifluoromethyl)phenyl)methyl)cyclopropan-1-ol N[C@@H](C1(CC1)O)C1=C(C=C(C=C1)C(F)(F)F)F |r|